O1S(N=CC=C1)(=O)=O OXATHIAZIN-DIOXIDE